2-((2s,3r)-3-((tert-butyldimethylsilyl)oxy)-2-(cyclopentyloxy)-3-(3,5-dimethoxy-4-methylphenyl)propyl)benzo[B]thiophene-4-carboxylic acid methyl ester COC(=O)C1=CC=CC=2SC(=CC21)C[C@@H]([C@@H](C2=CC(=C(C(=C2)OC)C)OC)O[Si](C)(C)C(C)(C)C)OC2CCCC2